4-((1H-pyrazol-1-yl)methyl)-N-((5-(tert-butyl)-2-methoxyphenyl)sulfonyl)-3-(trifluoromethyl)benzamide N1(N=CC=C1)CC1=C(C=C(C(=O)NS(=O)(=O)C2=C(C=CC(=C2)C(C)(C)C)OC)C=C1)C(F)(F)F